[6-(3-cyclopropyl-1H-1,2,4-triazol-5-yl)-2-azaspiro[3.3]heptan-2-yl]-[6-[[1-(2,2,2-trifluoroethyl)-5-(trifluoromethyl)pyrazol-3-yl]methyl]-2-azaspiro[3.3]heptan-2-yl]methanone C1(CC1)C1=NNC(=N1)C1CC2(CN(C2)C(=O)N2CC3(C2)CC(C3)CC3=NN(C(=C3)C(F)(F)F)CC(F)(F)F)C1